Methyl 5-bromo-3-(4-((2-fluoro-2-methylpropyl) carbamoyl)-3-methoxyphenyl)-4-(2-methyl-4-nitrophenyl)-1H-pyrrole-2-carboxylate BrC1=C(C(=C(N1)C(=O)OC)C1=CC(=C(C=C1)C(NCC(C)(C)F)=O)OC)C1=C(C=C(C=C1)[N+](=O)[O-])C